3,3-dimethyl-isochroman-5-ol CC1(OCC=2C=CC=C(C2C1)O)C